2-(2-((5-(1-aminoisoquinolin-7-yl)-1-butyl-1H-indazol-3-yl)methoxy)phenyl)acetic acid NC1=NC=CC2=CC=C(C=C12)C=1C=C2C(=NN(C2=CC1)CCCC)COC1=C(C=CC=C1)CC(=O)O